5-(4-hydroxybenzyl)pyrimidine-2,4,6(1H,3H,5H)-trione OC1=CC=C(CC2C(NC(NC2=O)=O)=O)C=C1